N-(3-Phenethoxybenzyl)quinolin-4-amine C(CC1=CC=CC=C1)OC=1C=C(CNC2=CC=NC3=CC=CC=C23)C=CC1